4,6-dimethoxy-2-((2-vinyl-[1,1'-biphenyl]-3-yl)methoxy)pyrimidine COC1=NC(=NC(=C1)OC)OCC=1C(=C(C=CC1)C1=CC=CC=C1)C=C